8-(2,4-Difluorophenyl)-9-(3-fluoro-4-((1-(3-fluoropropyl)azetidin-3-yliden)methyl)-2-methylphenyl)-6,7-dihydro-5H-benzo[7]annulen FC1=C(C=CC(=C1)F)C=1CCCC2=C(C1C1=C(C(=C(C=C1)C=C1CN(C1)CCCF)F)C)C=CC=C2